9-heptyl-2,3,6,7-tetrahydro-1H,5H-pyrido[3,2,1-ij]quinolone C(CCCCCC)C=1C=C2C(CCN3C2=C(C1)CCC3)=O